C(C)C1(COC1)COCCOCC1(COC1)CC ethylene glycol di(3-ethyl-3-oxetanylmethyl) ether